6-(2-chloro-6-methyl-phenyl)-N-(1-ethyl-4-piperidyl)quinazolin-8-amine ClC1=C(C(=CC=C1)C)C=1C=C2C=NC=NC2=C(C1)NC1CCN(CC1)CC